Cl.Cl.C(CCCCCCCCCN1C=CC(C=C1)=NCCCCCCCC)N1C=CC(C=C1)=NCCCCCCCC N,N'-(decane-1,10-diyldipyridin-1-yl-4-ylidene)dioctan-1-amine Dihydrochloride